BrC=1C=CC(=NC1F)CC=1C(=NC=2N(C1N)N=CN2)C 6-[(5-bromo-6-fluoropyridin-2-yl)methyl]-5-methyl-[1,2,4]triazolo[1,5-a]pyrimidin-7-amine